4-cyano-N-(4-(1-(2,2,2-trifluoroethyl)-1H-pyrazol-4-yl)quinolin-8-yl)benzamide C(#N)C1=CC=C(C(=O)NC=2C=CC=C3C(=CC=NC23)C=2C=NN(C2)CC(F)(F)F)C=C1